C(C)(C)C1=CC(=NC(=C1N)C(C)C)N(C)C 4,6-diisopropyl-N2,N2-dimethylpyridine-2,5-diamine